ClC=1C(=C(C=CC1)NC=1C2=C(N=CN1)C=CC(=N2)N2CNCC2)F N-(3-chloro-2-fluoro-phenyl)-6-imidazolidin-1-yl-pyrido[3,2-d]pyrimidin-4-amine